C1(OC(C2=C1CCCCC2)=O)=O 5,6,7,8-tetrahydro-1H-cyclohepta[c]furan-1,3(4H)-dione